O=C1CC(N(C2=C(N1)C1=CC=CC=C1C=C2)C2=CC=C(C=C2)NS(=O)(=O)CCC2=CC=CC=C2)=O N-[4-(2,4-dioxo-1,2,3,4-tetrahydronaphtho[1,2-b][1,4]diazepin-5-yl)phenyl]-2-phenylethanesulfonamide